C(CCC)C=1OC=C2C=C(C=CC12)OCC=1OC(=NN1)SC(C)C 3-butyl-6-((5-(isopropylthio)-1,3,4-oxadiazol-2-yl)methoxy)isobenzofuran